5-amino-3-(1-phenylcyclopropyl)quinazolin-4(3H)-one NC1=C2C(N(C=NC2=CC=C1)C1(CC1)C1=CC=CC=C1)=O